N-((1R,2R)-2-(methoxy)cyclobutyl)-7-(deuteromethyl-amino)-5-((2-oxo-2H-[1,2'-bipyridyl]-3-yl)amino)-pyrazolo[1,5-a]pyrimidine-3-carboxamide CO[C@H]1[C@@H](CC1)NC(=O)C=1C=NN2C1N=C(C=C2NC[2H])NC=2C(N(C=CC2)C2=NC=CC=C2)=O